(S)-5-(4-chlorophenyl)-3,6,7-trimethyl-1,3-dihydro-2H-thieno[2,3-e][1,4]diazepin-2-one ClC1=CC=C(C=C1)C=1C2=C(NC([C@@H](N1)C)=O)SC(=C2C)C